(pyridin-4-yl)propanehydrazide N1=CC=C(C=C1)C(C(=O)NN)C